NNC(=S)NCC1=CC=C(C=C1)OC 1-amino-3-[(4-methoxyphenyl)methyl]thiourea